O=C1C2(C=3C(=NC=CC3)N1)CC1=C(N=C(S1)C(=O)OCC)CC2 Ethyl 2'-oxo-1',2',4,7-tetrahydro-5H-spiro[benzo[d]thiazole-6,3'-pyrrolo[2,3-b]pyridine]-2-carboxylate